3-((3R,4S)-3-fluoro-4-((5-(1-isopropyl-1H-benzo[d][1,2,3]triazol-6-yl)-4-methoxypyrrolo[2,1-f][1,2,4]triazin-2-yl)amino)piperidin-1-yl)oxetan-3-carbonitrile F[C@@H]1CN(CC[C@@H]1NC1=NN2C(C(=N1)OC)=C(C=C2)C=2C=CC1=C(N(N=N1)C(C)C)C2)C2(COC2)C#N